O=C(C(=O)OCC=C)C Allyl 2-oxopropanate